(2-fluoroethyl) (3,3-difluoropropyl) sulfite S(=O)(OCCF)OCCC(F)F